tert-butyl-2-[(3-bromo-2-fluorophenyl)methyl]-3-(hydroxyimino)-4-methylpyrrolidine-1-carboxylate C(C)(C)(C)OC(=O)N1C(C(C(C1)C)=NO)CC1=C(C(=CC=C1)Br)F